n-heptyl (isononyl) phthalate C(C=1C(C(=O)OCCCCCCC(C)C)=CC=CC1)(=O)OCCCCCCC